TETRAFLUOROMETHANE FC(F)(F)F